5-Amino-3-(6-fluoro-4-methoxy-2-phenylquinolin-7-yl)-1-((1s,3s)-3-hydroxy-3-methylcyclobutyl)-1H-pyrazole-4-carboxamide NC1=C(C(=NN1C1CC(C1)(C)O)C1=C(C=C2C(=CC(=NC2=C1)C1=CC=CC=C1)OC)F)C(=O)N